C(C)(=O)OCC1=C(NC=C1)C=O (2-FORMYL-1H-PYRROL-3-YL)METHYL ACETATE